6,6a,7,8-tetrahydro-9H-imidazo[1,5-d]pyrido[3,2-b][1,4]oxazin-9-one N1=CC=CC=2OCC3N(C21)C(NC3)=O